[C@@H]12OC(N[C@H]2CC1)=O |r| rac-(1R,5S)-2-oxa-4-azabicyclo[3.2.0]heptan-3-one